OCCC1=C(N=C(S1)NC(=O)C1=CN=NC=C1)C N-(5-(2-hydroxyethyl)-4-methylthiazol-2-yl)pyridazine-4-carboxylic acid amide